(Z)-1-(2-Fluoro-4-(1-(4-(trifluoromethoxy)phenyl)-1H-1,2,4-triazol-3-yl)phenyl)-3-(3-(1-methyl-1H-benzo[d]imidazol-4-yl)-4-oxothiazolidin-2-ylidene)urea FC1=C(C=CC(=C1)C1=NN(C=N1)C1=CC=C(C=C1)OC(F)(F)F)NC(=O)\N=C\1/SCC(N1C1=CC=CC=2N(C=NC21)C)=O